2-ethoxycarbothioyl sulfanylacetate, sodium salt [Na].SCC(=O)OC(=S)OCC